C1(CC1)CNC=1SC(=CN1)C(=O)NC1=C(C=CC(=C1)C(N[C@@H]1[C@H](C[C@H](C1)OC(F)(F)F)O)=O)CC 2-[(cyclopropylmethyl)amino]-N-(2-ethyl-5-{[(1S,2S,4S)-2-hydroxy-4-(trifluoromethoxy)cyclopentyl]carbamoyl}phenyl)-1,3-thiazole-5-carboxamide